ClC1=CC=C2NC=3CC(CC(C3C(C2=C1)=O)=O)C=1C=NC(=CC1)C1=C(C=C(C=C1)C(F)(F)F)F 7-chloro-3-(6-(2-fluoro-4-(trifluoromethyl)phenyl)pyridin-3-yl)-3,4-dihydroacridine-1,9(2H,10H)-dione